FC(C(=O)O)(F)F.OC1=C(C=C2C(=NC=NC2=C1)NC1=C(C=C(C=C1)Br)F)OC 7-hydroxy-4-(4-bromo-2-fluoroanilino)-6-methoxyquinazoline trifluoroacetic acid salt